CC(C(=O)C1=CC=C(C=N1)NC(OC(C)(C)C)=O)(C)C=1C=NC=CC1 tert-butyl (6-(2-methyl-2-(pyridin-3-yl)propionyl)pyridin-3-yl)carbamate